FC(CNS(=O)=O)(F)F N-(2,2,2-trifluoroethyl)sulfonamide